CN(C)CC1=C(C=CC(=N1)NC=1C=CC(=C2CNC(C12)=O)C1=CN=C2N1C=CC(=C2)F)OC2CCOCC2 7-[[6-[(dimethyl-amino)methyl]-5-tetrahydropyran-4-yloxy-2-pyridyl]amino]-4-(7-fluoro-imidazo[1,2-a]pyridin-3-yl)isoindolin-1-one